dimethyl-2,2'-bipyrimidine CC=1C=NC(=NC1)C1=NC=C(C=N1)C